C(=O)O.ClC1=C(C=CC(=C1)NC=1C=2N(C=CN1)C(=CN2)C=2C(=NNC2)C(F)(F)F)C(=O)N2CCN(CC2)C(=O)[C@@H]2NC[C@H](C2)O [2-chloro-4-[[3-[3-(trifluoromethyl)-1H-pyrazol-4-yl]imidazo[1,2-a]pyrazin-8-yl]amino]phenyl]-[4-[(2R,4S)-4-hydroxypyrrolidine-2-carbonyl]piperazin-1-yl]methanone formate